benzyl 7-bromo-2,3-dihydro-4H-benzo[b][1,4]oxazine-4-carboxylate BrC=1C=CC2=C(OCCN2C(=O)OCC2=CC=CC=C2)C1